FC1=C(OC2=CC=C(C=C2)C=2N=C(N3C2C=NC=C3OC)[C@H]3CN(CC3)C(C=C)=O)C=CC=C1OC (R)-1-(3-(1-(4-(2-fluoro-3-methoxyphenoxy)phenyl)-5-methoxyimidazo[1,5-a]pyrazin-3-yl)pyrrolidin-1-yl)prop-2-en-1-one